4,6-dihydroxypyridazine-3-carboxylic acid HCl Cl.OC1=C(N=NC(=C1)O)C(=O)O